FC=1C(=C(C=CC1F)[C@H]1[C@H](O[C@@]([C@H]1C)(C(F)(F)F)C)C(=O)NC1=CC(=NC(=C1)F)C(=O)N)OC 4-[[(2S,3s,4s,5s)-3-(3,4-difluoro-2-methoxy-phenyl)-4,5-dimethyl-5-(trifluoromethyl)tetrahydrofuran-2-carbonyl]amino]-6-fluoro-pyridine-2-carboxamide